CC=1OC2=C(N1)C=CC(=C2)NC2=NC1=CC=CC=C1C(=N2)NCCCO 3-((2-((2-methylbenzo[d]oxazol-6-yl)amino)quinazolin-4-yl)amino)propan-1-ol